3-Chloro-4-((3,5-difluoropyridin-2-yl)methoxy-d2)-2'-(3-(2-hydroxypropan-2-yl)-4-methyl-1H-pyrazol-1-yl)-5',6-dimethyl-2H-[1,4'-bipyridin]-2-one ClC=1C(N(C(=CC1OC([2H])([2H])C1=NC=C(C=C1F)F)C)C1=CC(=NC=C1C)N1N=C(C(=C1)C)C(C)(C)O)=O